CSC1=NN=C(S1)NC(C(=O)OCC)=O ethyl 2-((5-(methylsulfanyl)-1,3,4-thiadiazol-2-yl) amino)-2-oxoacetate